tris-(p-nonylphenyl)-phosphite C(CCCCCCCC)C1=CC=C(C=C1)OP(OC1=CC=C(C=C1)CCCCCCCCC)OC1=CC=C(C=C1)CCCCCCCCC